4-nitro-1-(trityl)-1H-imidazole [N+](=O)([O-])C=1N=CN(C1)C(C1=CC=CC=C1)(C1=CC=CC=C1)C1=CC=CC=C1